(S)-4-(3-(Dimethylamino)-3-(3-(trifluoromethyl)phenethyl)piperidin-1-yl)-2,5-difluoro-N-(pyrimidin-4-yl)benzenesulfonamide CN([C@@]1(CN(CCC1)C1=CC(=C(C=C1F)S(=O)(=O)NC1=NC=NC=C1)F)CCC1=CC(=CC=C1)C(F)(F)F)C